ClC1=NN(C=C1N(C(CCS(=O)CC1C(C1)(F)F)=O)CC)C=1C=NC=CC1 N-[3-chloro-1-(3-pyridinyl)pyrazol-4-yl]-3-[(2,2-difluorocyclopropyl)methylsulfinyl]-N-ethylpropionamide